C1(CCC1)C1=CC=2N(N=C1NCC(CN(C)C)(C)C)C(=NN2)C2=CC(=CC=C2)F N'-(7-cyclobutyl-3-(3-fluoro-phenyl)-[1,2,4]triazolo[4,3-b]pyridazin-6-yl)-2,2,N,N-tetramethyl-propane-1,3-diamine